tert-Butyl (S)-4-(8-bromo-3-chloro-2-(2-fluorophenyl)-7-(methoxymethyl)-1,6-naphthyridin-5-yl)-3-methylpiperazine-1-carboxylate BrC=1C(=NC(=C2C=C(C(=NC12)C1=C(C=CC=C1)F)Cl)N1[C@H](CN(CC1)C(=O)OC(C)(C)C)C)COC